CC1N(CCC1)C1=CC2=C(C=N1)CNC2=O 6-[2-methylpyrrolidine-1-yl]-2,3-dihydro-1H-pyrrolo[3,4-c]pyridine-1-one